C(C)OC(=O)[C@H]1[C@@H](C1)C=1C=NC(=CC1)Cl (1R,2R)-2-(6-chloro-pyridin-3-yl)-cyclopropanecarboxylic acid ethyl ester